amino-trifluoromethylphenol NC=1C(=C(C=CC1)O)C(F)(F)F